The molecule is a member of the class of barbiturates, the structure of which is that of barbituric acid substituted at C-5 by ethyl and sec-pentyl groups. It has a role as a GABAA receptor agonist. CCCC(C)C1(C(=O)NC(=O)NC1=O)CC